Cl.Cl.N[C@H](CO)CN (S)-2,3-diaminopropan-1-ol dihydrochloride